C(C)(C)(C)OC(C[C@H]1N=C(C=2C(=C(SC2N2C(=NN=C12)C)C)C)C1=CC=C(C=C1)CC)=O.CO[Si](CC)(OC)OC 2-(trimethoxysilyl)ethane tert-butyl-2-[(9R)-7-(4-ethylphenyl)-4,5,13-trimethyl-3-thia-1,8,11,12-tetraazatricyclo[8.3.0.02,6]-trideca-2(6),4,7,10,12-pentaen-9-yl]acetate